allyl-((2R)-1-(benzyloxy)-3-hydroxy-3-methylpent-4-en-2-yl)carbamic acid tert-butyl ester C(C)(C)(C)OC(N([C@H](COCC1=CC=CC=C1)C(C=C)(C)O)CC=C)=O